4-(3-fluorophenyl)-1-(5-(isopropylsulfanyl)-4-(4-(trifluoromethyl)phenyl)thiazol-2-yl)-N-methoxy-3-methyl-1H-pyrazole-5-carboxamide FC=1C=C(C=CC1)C=1C(=NN(C1C(=O)NOC)C=1SC(=C(N1)C1=CC=C(C=C1)C(F)(F)F)SC(C)C)C